Cl.ClC=1C=CC=2N(C(N=C(C2N1)N1[C@H](CN[C@@H](C1)CCC)C)=O)C 6-chloro-1-methyl-4-((2S,5R)-2-methyl-5-propylpiperazin-1-yl)pyrido[3,2-d]pyrimidin-2(1H)-one HCl salt